4-{(1S,3S)-3-[5-(4-ethynylphenyl)-1,2,4-oxadiazol-3-yl]-2,2-dimethylcyclopropyl}benzenesulfonamide C(#C)C1=CC=C(C=C1)C1=NC(=NO1)[C@@H]1C([C@H]1C1=CC=C(C=C1)S(=O)(=O)N)(C)C